CP(=O)(C)C1=CC=2N(C=C1)C(=NN2)[C@@H]2C[C@@H](CCC2)NC2=NC=C(C(=N2)OC2COC2)C(F)(F)F N-[(1R,3S)-3-(7-dimethylphosphoryl-[1,2,4]triazolo[4,3-a]pyridin-3-yl)cyclohexyl]-4-(oxetan-3-yloxy)-5-(trifluoromethyl)pyrimidin-2-amine